NC1=NC=2C=C(C(=CC2C2=C1C=NN2C)C(=O)N(CC2=NC=C(C=C2)C(F)(F)F)C2CCC2)Cl 4-amino-7-chloro-N-cyclobutyl-1-methyl-N-((5-(trifluoromethyl)-2-pyridinyl)methyl)-1H-pyrazolo[4,3-c]quinoline-8-carboxamide